C(C)(C)(C)C=1C=C(C=CC1)[C@H](C)NC(=O)C1=CC=C2C(=C(N(C2=C1)CC(C)C)C)CC=1C=C(OC(C(=O)OC)(C)C)C=CC1 methyl (S)-2-(3-((6-((1-(3-(tert-butyl)phenyl)ethyl)carbamoyl)-1-isobutyl-2-methyl-1H-indol-3-yl)methyl)phenoxy)-2-methylpropanoate